COC=1C=C(C=CC1OC)C1=NC2=C(N1C)C=C(C=C2C)C2CCN(CC2)C2CC1CCC(C2)N1C(C)C 2-(3,4-Dimethoxyphenyl)-6-(1-(8-isopropyl-8-azabicyclo[3.2.1]octan-3-yl)piperidin-4-yl)-1,4-dimethyl-1H-benzo[d]imidazol